2-amino-5-chloro-1,3-benzenedicarboxylic acid NC1=C(C=C(C=C1C(=O)O)Cl)C(=O)O